3-[2-[2-(2,6-dioxo-3-piperidinyl)-1,3-dioxo-isoindolin-5-yl]oxyethoxy]azetidine-1-carboxylic acid tert-butyl ester C(C)(C)(C)OC(=O)N1CC(C1)OCCOC=1C=C2C(N(C(C2=CC1)=O)C1C(NC(CC1)=O)=O)=O